CN1C(=NN=C1)C(C(C)C1=CC(=CC=C1)[N+](=O)[O-])O 1-(4-methyl-4H-1,2,4-triazol-3-yl)-2-(3-nitrophenyl)propan-1-ol